5-chloro-N2-(2-methoxy-4-(4-(4-methylpiperazin-1-yl)piperidin-1-yl)phenyl)-N4-(1-(methylsulfonyl)indolin-7-yl)-7H-pyrrolo[2,3-d]pyrimidine-2,4-diamine ClC1=CNC=2N=C(N=C(C21)NC=2C=CC=C1CCN(C21)S(=O)(=O)C)NC2=C(C=C(C=C2)N2CCC(CC2)N2CCN(CC2)C)OC